N-(4-(bicyclo[3.1.0]hexan-3-yloxy)-3,5-difluorophenyl)-2-(3-methoxy-3-methylazetidin-1-yl)-5-(2,2,2-trifluoroethyl)thiazole-4-carboxamide C12CC(CC2C1)OC1=C(C=C(C=C1F)NC(=O)C=1N=C(SC1CC(F)(F)F)N1CC(C1)(C)OC)F